C12C(C=CC(C1(C)C)C2)C 3-Pinene